CC1(CC1)NS(=O)(=O)C=1C=C2C(N(C=3N(C2=CC1)[C@H](CN3)C#CC=3C=NN(C3)C)CC=3C=NN(C3)C)=O (1S)-N-(1-methylcyclopropyl)-1-[2-(1-methylpyrazol-4-yl)ethynyl]-4-[(1-methylpyrazol-4-yl)methyl]-5-oxo-1H,2H-imidazo[1,2-a]quinazoline-7-sulfonamide